8-[(1R)-1-[(2-Isothiazol-4-yl-3-pyridyl)amino]-ethyl]-3,6-dimethyl-2-phenyl-chromen-4-one S1N=CC(=C1)C1=NC=CC=C1N[C@H](C)C=1C=C(C=C2C(C(=C(OC12)C1=CC=CC=C1)C)=O)C